COC1=C2C(=CNC2=CC=C1)C(C(N(C)C)([2H])[2H])CC 2-(4-methoxy-1H-indol-3-yl)-N,N-dimethylbutan-1-amine-1,1-d2